O(C1=CC=CC=C1)C1=CC=C(C=N1)NC1=NC=NC2=CC=C(C=C12)[C@H]1CN(CCC1)C(=O)OC(C)(C)C tert-butyl (3S)-3-[4-[(6-phenoxy-3-pyridyl)amino]quinazolin-6-yl]piperidine-1-carboxylate